ClC1=C(OCC2CN(C2)C(=O)N2CCN(CC2)C=2OC=3C(=NC(=CC3)C)N2)C=CC(=C1)F [3-[(2-chloro-4-fluorophenoxy)methyl]azetidin-1-yl]-[4-(5-methyl-[1,3]oxazolo[4,5-b]pyridin-2-yl)piperazin-1-yl]methanone